ClC=1C=C(C=C(C1)Cl)C1=NC(=CC(=C1)CN1CCC(CC1)CC(=O)O)OC=1C=NC(=NC1)N1CCN(CC1)C1CC(C1)O 2-(1-((2-(3,5-dichloro-phenyl)-6-((2-(4-(3-hydroxycyclobutyl)piperazin-1-yl)pyrimidin-5-yl)oxy)pyridin-4-yl)methyl)piperidin-4-yl)acetic acid